C(CC)(=O)ONP(=O)(OC[C@H]1O[C@H]([C@]([C@@H]1O)(C)F)N1C(NC(C=C1)=O)=O)OC1=CC(=CC=C1)C(C=CC1=CC=CC=C1)=O ((3-cinnamoylbenzene-1-yloxy) ((((2R,3R,4R,5R)-5-(2,4-dioxo-3,4-dihydropyrimidin-1(2H)-yl)-4-fluoro-3-hydroxy-4-methyltetrahydrofuran-2-yl) methoxy) phosphoryl) amino) propionate